(E)-2-fluoro-N-(2-methoxy-5-(4-(4-(4-oxopent-2-enoyl)piperazin-1-yl)pyrido[3,2-d]pyrimidin-6-yl)pyridin-3-yl)-4-(trifluoro-methyl)benzene-sulfonamide FC1=C(C=CC(=C1)C(F)(F)F)S(=O)(=O)NC=1C(=NC=C(C1)C=1C=CC=2N=CN=C(C2N1)N1CCN(CC1)C(\C=C\C(C)=O)=O)OC